N-benzyl-2-(4-(2-(dimethylamino)ethyl)piperazin-1-yl)-6-(3,5-dimethylisoxazol-4-yl)quinazolin-4-amine C(C1=CC=CC=C1)NC1=NC(=NC2=CC=C(C=C12)C=1C(=NOC1C)C)N1CCN(CC1)CCN(C)C